C(C1=CC=CC=C1)OC1=NC(=CC=C1C1=NN(C2=CC(=CC=C12)N1CCN(CC1)CC1CCN(CC1)C(=O)OC(C)(C)C)C)OCC1=CC=CC=C1 Tert-butyl 4-[[4-[3-(2,6-dibenzyloxy-3-pyridyl)-1-methyl-indazol-6-yl]piperazin-1-yl]meth-yl]piperidine-1-carboxylate